ClC1=CC=CN2C=C(C=C12)C(=O)N(C)[C@H]1COCC=2NC(C=3C=C(C(=CC3C21)F)F)=O (R)-8-chloro-N-(8,9-difluoro-6-oxo-1,4,5,6-tetrahydro-2H-pyrano[3,4-c]isoquinolin-1-yl)-N-methyl-indolizine-2-carboxamide